(5-amino-4-methylpyridin-2-yl)(isopropyl)carbamic acid tert-butyl ester C(C)(C)(C)OC(N(C(C)C)C1=NC=C(C(=C1)C)N)=O